ClC1=CC=C(CN2CC(CCC2)C2=CC=NC=3N2N=C(C3CN(C)C)C)C=C1 1-(7-(1-(4-chlorobenzyl)piperidin-3-yl)-2-methylpyrazolo[1,5-a]pyrimidin-3-yl)-N,N-dimethylmethylamine